[4-(2-{2-[3-(2-Fluoro-5-trifluoromethyl-phenyl)-ureido]-thiazol-5-yl}-ethyl)-pyridin-2-yl]-carbamic acid ethyl ester C(C)OC(NC1=NC=CC(=C1)CCC1=CN=C(S1)NC(=O)NC1=C(C=CC(=C1)C(F)(F)F)F)=O